butanediamine furandiformate monohydrate O.O1C(=C(C=C1)C(=O)O)C(=O)O.C(CCC)(N)N